4-(isopropylamino)-6-(1H-pyrazol-4-yl)-N-(3-(pyridin-4-yl)propyl)quinoline-3-carboxamide ethyl-4-methylbenzenesulfonate C(C)OS(=O)(=O)C1=CC=C(C=C1)C.C(C)(C)NC1=C(C=NC2=CC=C(C=C12)C=1C=NNC1)C(=O)NCCCC1=CC=NC=C1